C(#N)C=1C=NN2C1C(=CC(=C2)OCC)C=2C=NC(=CC2)F 3-Cyano-4-(6-fluoropyridin-3-yl)-6-ethoxypyrazolo[1,5-a]pyridine